C(O)([2H])([2H])[2H] meth-anol-d3